C=C(C(C)OC(CC#N)C)CCCCCCC 3-((3-methylenedecan-2-yl)oxy)butyronitrile